(2-amino-1-(3-chlorophenyl)ethyl)-1-(5-methyl-2-((tetrahydro-2H-pyran-4-yl)amino)pyrimidin-4-yl)-1H-imidazole-4-carboxamide hydrochloride salt Cl.NCC(C1=CC(=CC=C1)Cl)C=1N(C=C(N1)C(=O)N)C1=NC(=NC=C1C)NC1CCOCC1